NC1=NC=CC=C1C1=NC=2C(=NC(=CC2)C2C(C2)C(=O)O)N1C1=CC=C(C=C1)CNC(=O)OC(C)(C)C 2-[2-(2-aminopyridin-3-yl)-3-(4-{[(tert-butoxycarbonyl)amino]methyl}phenyl)imidazo[4,5-b]pyridin-5-yl]cyclopropane-1-carboxylic acid